1-chloro-N-(1-cyanocyclopropyl)-3-(5-(difluoromethyl)-1,3,4-thiadiazol-2-yl)-8-((6S,9aR)-6-methylhexahydropyrazino[2,1-c][1,4]oxazin-8(1H)-yl)imidazo[1,5-a]pyridine-6-sulfonamide ClC=1N=C(N2C1C(=CC(=C2)S(=O)(=O)NC2(CC2)C#N)N2C[C@@H]1COCCN1[C@H](C2)C)C=2SC(=NN2)C(F)F